C(C1=CC=CC=C1)N1CCC(CC1)CNS(=O)(=O)C=1C=C(C(=O)NO)C=CC1 3-(N-((1-benzylpiperidin-4-yl)methyl)sulfamoyl)-N-hydroxybenzamide